ClC=1C=C(C=C(C1)F)C1=NC(=CC(=C1)CN1CCC(CC1)CNC(OC)=O)OC=1C=NC(=NC1)N1CCNCC1 methyl ((1-((2-(3-chloro-5-fluorophenyl)-6-((2-(piperazin-1-yl)pyrimidin-5-yl)oxy)pyridin-4-yl) methyl)piperidin-4-yl)methyl)carbamate